4-[(1S)-1-[[(3R)-4-[[3-(4-carbamoylphenyl)-4-hydroxy-phenyl]methyl]morpholine-3-carbonyl]amino]ethyl]benzoic acid C(N)(=O)C1=CC=C(C=C1)C=1C=C(C=CC1O)CN1[C@H](COCC1)C(=O)N[C@@H](C)C1=CC=C(C(=O)O)C=C1